methyl 4-(4-(3-(2-chlorophenyl)ureido)-1H-pyrazol-1-yl)thiophene-2-carboxylate ClC1=C(C=CC=C1)NC(NC=1C=NN(C1)C=1C=C(SC1)C(=O)OC)=O